5-(3-methoxy-4-((5-aminocarbonylisoindolin-2-yl)sulfonyl)phenyl)-1H-indazole COC=1C=C(C=CC1S(=O)(=O)N1CC2=CC=C(C=C2C1)C(=O)N)C=1C=C2C=NNC2=CC1